BrC1=CC(=NC=C1)NC(=O)C1CC1 N-(4-bromo-2-pyridyl)cyclopropane-carboxamide